[Si](C)(C)(C(C)(C)C)OC1=CC=2CC[C@H]3[C@@H]4CC(C([C@@]4(C)CC[C@@H]3C2C=C1)=O)S(=O)(=O)C1=CC=C(C)C=C1 3-tert-butyldimethylsilyloxy-16-(p-toluenesulfonyl)-estra-1,3,5(10)-trien-17-one